2-propanyl 5-{(5aR,6R,7R,8aS)-6-[(1E,3R)-4-(3-chlorophenoxy)-3-hydroxy-1-buten-1-yl]-7-hydroxy-5,5a,6,7,8,8a-hexahydro-2H-cyclopenta[b]oxepin-3-yl}pentanoate ClC=1C=C(OC[C@@H](/C=C/[C@H]2[C@@H](C[C@@H]3OCC(=CC[C@@H]32)CCCCC(=O)OC(C)C)O)O)C=CC1